4-bromo-5-methylisoxazole BrC=1C=NOC1C